4-amino-3H-pyrimidin-2-one NC=1NC(N=CC1)=O